C(C=1C(C(=O)O)=CC=CC1)(=O)NN(CC(=O)[O-])C(=O)[O-] phthaloyl-aza-aspartate